O=C1N(CCN2[C@@H]1CNCC2)C2=CC=C(C=C2)OC2=CC=CC=C2 (R)-9-Oxo-8-(4-phenoxyphenyl)octahydro-2H-pyrazino[1,2-a]pyrazin